FC1=C(C=CC(=C1)C(F)(F)F)C1=NN2C(CN([C@@H](C2)C)C(C=C)=O)=C1C1=CC=NC=C1 |r| (RS)-1-(2-(2-fluoro-4-(trifluoromethyl)phenyl)-6-methyl-3-(pyridin-4-yl)-6,7-dihydropyrazolo[1,5-a]pyrazin-5(4H)-yl)prop-2-en-1-one